2-(4-cyclopropyl-6-methoxypyrimidin-5-yl)-8-(4-(1-isopropyl-4-(trifluoromethyl)-1H-imidazol-2-yl)benzyl)pteridin-7(8H)-one C1(CC1)C1=NC=NC(=C1C1=NC=2N(C(C=NC2C=N1)=O)CC1=CC=C(C=C1)C=1N(C=C(N1)C(F)(F)F)C(C)C)OC